C(C)(C)(C)P(C1=C(C=CC=C1N1CCOCC1)N1CCOCC1)C(C)(C)C 4,4'-(2-(di-tertiary butyl-phosphino)-1,3-phenylene)dimorpholine